N,N'-bis(3,4-dimethylenehex-5-en-1-yl)octahydropyridoisoquinoline C=C(CCN1CC2=C3C(CCC2CC1)N(CC=C3)CCC(C(C=C)=C)=C)C(C=C)=C